METHYL-3-ISOCYANOHEXANOATE COC(CC(CCC)[N+]#[C-])=O